FS(=O)(=O)/C=C/C1=CC=C(C=C1)B(O)O (E)-(4-(2-(fluorosulfonyl)vinyl)phenyl)boronic acid